3-(4-chloro-2,6-dimethylphenyl)-8-methoxy-1-methyl-2-oxo-1,8-diazaspiro[4.5]dec-3-en-4-yl carbonate C(OC1=C(C(N(C12CCN(CC2)OC)C)=O)C2=C(C=C(C=C2C)Cl)C)([O-])=O